CC=1C=C(C(=NC1)C1=C(C=CC=C1)S(=O)(=O)N)[N+](=O)[O-] (5-methyl-3-nitropyridin-2-yl)benzenesulfonamide